1-(5-chloro-4-((4-(2-chloro-3-(1,5-dimethyl-4,5,6,7-tetrahydro-1H-imidazo[4,5-c]pyridine-2-carboxamido)phenyl)-1H-inden-1-yl)oxy)-3-fluoro-2-methoxybenzyl)pyrrolidine-3-carboxylic acid ClC=1C(=C(C(=C(CN2CC(CC2)C(=O)O)C1)OC)F)OC1C=CC2=C(C=CC=C12)C1=C(C(=CC=C1)NC(=O)C=1N(C2=C(CN(CC2)C)N1)C)Cl